3,4,5,6-tetramethyl-2',4',6'-triisopropylbiphenyl CC=1C=C(C(=C(C1C)C)C)C1=C(C=C(C=C1C(C)C)C(C)C)C(C)C